1,5-di-tert-butyl 4-oxo-2-(pyridin-4-yl)-6H,7H-pyrrolo[3,2-c]pyridine-1,5-dicarboxylate O=C1N(CCC2=C1C=C(N2C(=O)OC(C)(C)C)C2=CC=NC=C2)C(=O)OC(C)(C)C